6-fluoro-4-((5-(3-hydroxy-3-methyl-2-oxoindolin-1-yl)pyridin-3-yl)methyl)phthalazin FC=1C=C2C(=NN=CC2=CC1)CC=1C=NC=C(C1)N1C(C(C2=CC=CC=C12)(C)O)=O